2,3-DIMETHYLBENZYLISOCYANIDE CC1=C(C[N+]#[C-])C=CC=C1C